S1C=CC2=C1C1=C(S2)C=CS1 thieno[3,2-b]thieno[2,3-D]thiophene